ClC1=CC=C(C=C1)C1=C(CCC(C1)(C)C)CN1CCN(CC1)C1=CC=C(C(=O)NS(=O)(=O)C2=CC(=C(C=C2)NCC2CCOCC2)[N+](=O)[O-])C=C1 4-(4-((2-(4-chlorophenyl)-4,4-dimethylcyclohex-1-enyl)methyl)piperazin-1-yl)-N-(3-nitro-4-((tetrahydro-2H-pyran-4-yl)methylamino)phenylsulfonyl)benzamide